N'-diphenylethyloxamide C1(=CC=CC=C1)C(CNC(C(N)=O)=O)C1=CC=CC=C1